2-methyl-2,6-Diazaspiro[3.3]heptane CN1CC2(C1)CNC2